NC(CN(C1=NC(=CC=C1[C@@H]1CC2(CC(C2)(F)F)CCN1CC1=C2C=CN(C2=C(C=C1OC)C)C(=O)OC(C)(C)C)C(=O)OC)C)=O tert-butyl (S)-4-((6-(2-((2-amino-2-oxoethyl)(methyl)amino)-6-(methoxycarbonyl)pyridin-3-yl)-2,2-difluoro-7-azaspiro[3.5]nonan-7-yl)methyl)-5-methoxy-7-methyl-1H-indole-1-carboxylate